[Cl-].C(C)OC(CC(=[NH2+])OCC)=O 3-ethoxy-3-oxo-1-(1-ethoxy)propan-1-iminium chloride